glycerol tris[3-(3,5-di-tert-butyl-4-hydroxyphenyl)-propionate] C(C)(C)(C)C=1C=C(C=C(C1O)C(C)(C)C)CCC(=O)OCC(OC(CCC1=CC(=C(C(=C1)C(C)(C)C)O)C(C)(C)C)=O)COC(CCC1=CC(=C(C(=C1)C(C)(C)C)O)C(C)(C)C)=O